NC1CC2(CN(C2)C(C)=O)C1 1-(6-amino-2-azaspiro[3.3]heptan-2-yl)ethanone